2-(2-{[1-(1H-1,3-benzodiazol-2-yl)propan-2-yl]amino}ethyl)-N-[(3-fluoropyridin-2-yl)methyl]-[1,3]thiazolo[5,4-d]pyrimidin-7-amine N1C(=NC2=C1C=CC=C2)CC(C)NCCC=2SC=1N=CN=C(C1N2)NCC2=NC=CC=C2F